N-((1R)-1-(3-(difluoromethyl)-2-fluorophenyl)ethyl)-2-methyl-6-(((S)-tetrahydrofuran-3-yl)oxy)pyrido[2,3-d]pyrimidin-4-amine FC(C=1C(=C(C=CC1)[C@@H](C)NC=1C2=C(N=C(N1)C)N=CC(=C2)O[C@@H]2COCC2)F)F